CN(CCOC1=CC(=NC=C1)N)C 4-[2-(dimethylamino)ethoxy]pyridin-2-amine